methyl-aminoketone valerate (methylaminolevulinate) CNC(C(=O)O)CC(=O)C.C(CCCC)(=O)O.CC(=O)N